ClC1=C(C=CC(=C1)C#N)NC(=O)C1CN(C(O1)C(F)(F)F)C1=CC(=C(C=C1)C#N)C(F)(F)F N-(2-Chloro-4-cyanophenyl)-3-(4-cyano-3-(trifluoromethyl)phenyl)-2-(trifluoromethyl)oxazolidin-5-carboxamid